5-amino-1-tert-butyl-N-(3-(7-[(1-methylazepan-4-yl)amino]-3-(2,2,2-trifluoroethyl)pyrazolo[1,5-a]pyridin-2-yl)prop-2-yn-1-yl)-1H-pyrazole-4-carboxamide NC1=C(C=NN1C(C)(C)C)C(=O)NCC#CC1=NN2C(C=CC=C2NC2CCN(CCC2)C)=C1CC(F)(F)F